FC1=C(C(=O)NCC23CCC(CC2)(CC3)N3N=C2C=C(C=CC2=C3)C=3C=NN(C3)C)C=C(C(=C1F)O)F 2,3,5-trifluoro-4-hydroxy-N-({4-[6-(1-methyl-1H-pyrazol-4-yl)-2H-indazol-2-yl]bicyclo[2.2.2]octan-1-yl}methyl)benzamide